(R)-5-(3-(4-acryloylmorpholin-2-yl)-5-chlorophenyl)-N-methylnicotinamide C(C=C)(=O)N1C[C@H](OCC1)C=1C=C(C=C(C1)Cl)C=1C=NC=C(C(=O)NC)C1